(3r,4r)-1-(1-(4-(difluoromethyl)benzyl)-5,6-difluoro-1H-benzoimidazol-2-yl)-4-fluoro-3-piperidinamine FC(C1=CC=C(CN2C(=NC3=C2C=C(C(=C3)F)F)N3C[C@H]([C@@H](CC3)F)N)C=C1)F